2,3-diethynylnaphthalene C(#C)C1=CC2=CC=CC=C2C=C1C#C